FC(CN1N=CC(=N1)C(=O)N)(F)F 2-(2,2,2-trifluoroethyl)-2H-1,2,3-triazole-4-carboxamide